tert-Butyl 2,2-dimethyl-3-oxo-4-(2-oxo-3H-1,3-benzoxazol-6-yl)piperazine-1-carboxylate CC1(N(CCN(C1=O)C1=CC2=C(NC(O2)=O)C=C1)C(=O)OC(C)(C)C)C